N-(8-amino-6-(2-ethyl-5-oxopyrrolidin-1-yl)isoquinolin-3-yl)-2-fluorocyclopropane-1-carboxamide NC=1C=C(C=C2C=C(N=CC12)NC(=O)C1C(C1)F)N1C(CCC1=O)CC